6-(4-methylpiperazin-1-yl)benzo[d]thiazole-2-carboxylic acid CN1CCN(CC1)C1=CC2=C(N=C(S2)C(=O)O)C=C1